N-(3-methoxybenzyl)-N-(3-morpholinobenzyl)-3-(piperidin-1-ylmethyl)aniline COC=1C=C(CN(C2=CC(=CC=C2)CN2CCCCC2)CC2=CC(=CC=C2)N2CCOCC2)C=CC1